OC1(COC1)C1=CC(=C(OC2=CC=C(OCC3CCN(CC3)C(=O)OC(C)(C)C)C=C2)C=C1)C=1C2=C(C(N(C1)C)=O)NC=C2 tert-butyl 4-[[4-[4-(3-hydroxyoxetan-3-yl)-2-(6-methyl-7-oxo-1H-pyrrolo[2,3-c]pyridin-4-yl)phenoxy] phenoxy]methyl]piperidine-1-carboxylate